heptan hemioxalate C(C(=O)O)(=O)O.CCCCCCC.CCCCCCC